ClC1=C(C(=CC=C1)Cl)COC=1C=NC(=NC1)N1CCOCC1 4-{5-[(2,6-dichlorophenyl)methoxy]pyrimidin-2-yl}morpholine